(2R)-4,4-difluoro-2-(4-fluorophenyl)-N-{4-[3'-(2-methylanilino)-4'-oxo-1',4',5',7'-tetrahydrospiro[cyclobutane-1,6'-pyrrolo[3,2-c]pyridin]-2'-yl]pyridin-2-yl}butanamide FC(C[C@@H](C(=O)NC1=NC=CC(=C1)C1=C(C=2C(NC3(CC2N1)CCC3)=O)NC3=C(C=CC=C3)C)C3=CC=C(C=C3)F)F